FC(C1=NC=CC(=C1)N1C=CC2=CC(=CC=C12)N)(F)F 1-(2-(trifluoromethyl)pyridin-4-yl)-1H-indol-5-amine